N=1NC=C2C1CC(C2)NC(OC(C)(C)C)=O tert-Butyl (2,4,5,6-tetrahydrocyclopenta[c]pyrazol-5-yl)carbamate